NC1CCOCC1 (3S,4R)-4-aminotetrahydro-2H-pyran